(S)-3-(4-(2-(3,3-difluoro-2-methylazetidin-1-yl)-7,7-difluoro-6,7-dihydro-5H-cyclopenta[d]pyrimidin-4-yl)phenyl)oxetan-3-amine FC1([C@@H](N(C1)C=1N=C(C2=C(N1)C(CC2)(F)F)C2=CC=C(C=C2)C2(COC2)N)C)F